(2s,6r)-2-(5-fluoro-1H-pyrazol-4-yl)-6-methyl-4-(p-toluenesulfonyl)morpholine FC1=C(C=NN1)[C@H]1CN(C[C@H](O1)C)S(=O)(=O)C1=CC=C(C)C=C1